4-(6-oxo-5-phenylpyridazin-1(6H)-yl)piperidine-1-carboxylic acid tert-butyl ester C(C)(C)(C)OC(=O)N1CCC(CC1)N1N=CC=C(C1=O)C1=CC=CC=C1